((5S,7aS)-5-(methoxymethyl)-2-methylenetetrahydro-1H-pyrrolizin-7a(5H)-yl)methanol COC[C@H]1N2CC(C[C@@]2(CC1)CO)=C